C(CCCCCCCCCCCCCCC(C)C)(=O)OCCCCCCCCCCCC lauryl isostearate